4-((3-chloro-4-((4-methoxybenzyl) oxy) phenyl) amino)-6-nitroquinazolin-7-yl trifluoromethanesulfonate FC(S(=O)(=O)OC1=C(C=C2C(=NC=NC2=C1)NC1=CC(=C(C=C1)OCC1=CC=C(C=C1)OC)Cl)[N+](=O)[O-])(F)F